ClC1=CC=C(C=C1)C=1SC(=CN1)C1C(C1)NCC1(CCN(CC1)C(=O)OCC1CCNCC1)F piperidin-4-ylmethyl 4-(((2-(2-(4-chlorophenyl) thiazol-5-yl) cyclopropyl) amino) methyl)-4-fluoropiperidine-1-carboxylate